4-ethynyl-N-(4-methyl-3-((3-(9-(tetrahydro-2H-pyran-2-yl)-9H-purin-6-yl)pyridin-2-yl)amino)phenyl)-benzamide C(#C)C1=CC=C(C(=O)NC2=CC(=C(C=C2)C)NC2=NC=CC=C2C2=C3N=CN(C3=NC=N2)C2OCCCC2)C=C1